C(C)(C)(C)OC(=O)N1CC2(C1)CCC(CC2)C2=CC(=C(C(=C2)OC)CO)F.BrC=2C(=C(NC[C@H]1OCC1)C(=CC2)[N+](=O)[O-])F (S)-3-bromo-2-fluoro-6-nitro-N-(oxetan-2-ylmethyl)aniline tert-Butyl-7-(3-fluoro-4-(hydroxymethyl)-5-methoxyphenyl)-2-azaspiro[3.5]nonane-2-carboxylate